S(=O)(=O)(ON1[C@@H]2CC[C@H](N(C1=O)C2)C(N)=O)OC[C@]2(C(OCC2)=O)C (2S,5R)-2-carbamoyl-7-oxo-1,6-diazabicyclo[3.2.1]octan-6-yl (((S)-3-methyl-2-oxotetrahydrofuran-3-yl)methyl) sulfate